ClC1=NC(=C(C(=N1)NC1=CC=C(C=C1)N)F)C N-(2-chloro-5-fluoro-6-methylpyrimidin-4-yl)benzene-1,4-diamine